The molecule is a hydroxybutyric acid that is butyric acid substituted by hydroxy groups at positions 2, 2 and 4. It has a role as a metabolite. It is a triol and a hydroxybutyric acid. It derives from a butyric acid. C(CO)C(C(=O)O)(O)O